CCCCCCCC(CC=O)=O Decane-8,10-dione